5-{2-[2-(4-methoxy-2,3-dimethylbenzenesulfonamido)-5-methylphenyl]ethynyl}pyridine-2-carboxylic acid COC1=C(C(=C(C=C1)S(=O)(=O)NC1=C(C=C(C=C1)C)C#CC=1C=CC(=NC1)C(=O)O)C)C